tert-butyl (2R)-2-[[(1-[[2-(trimethylsilyl)ethoxy]methyl]pyrrolo[3,2-c]pyridin-6-yl)oxy]methyl]pyrrolidine-1-carboxylate C[Si](CCOCN1C=CC=2C=NC(=CC21)OC[C@@H]2N(CCC2)C(=O)OC(C)(C)C)(C)C